1-cyclopropyl-N-{2,3-dimethoxy-6H,7H,8H,9H,10H-cyclohepta[b]quinolin-11-yl}piperidin-4-amine C1(CC1)N1CCC(CC1)NC1=C2C(=NC3=CC(=C(C=C13)OC)OC)CCCCC2